tertbutyl 1-methyl-4-(1-methyl-7-methylsulfanyl-2-oxo-4H-pyrimido[4,5-d]pyrimidin-3-yl)-5,6-dihydro-4H-pyrazolo[3,4-b]pyridine-7-carboxylate CN1N=CC2=C1N(CCC2N2C(N(C1=NC(=NC=C1C2)SC)C)=O)C(=O)OC(C)(C)C